tert-butyl (2R,3S,4S)-4-[(tert-butoxycarbonyl)oxy]-2-[(4-methoxyphenyl)methyl]-3-{[N'-(1,2-oxazol-5-ylmethyl)hydrazinecarbonyl]oxy}pyrrolidine-1-carboxylate C(C)(C)(C)OC(=O)O[C@@H]1[C@H]([C@H](N(C1)C(=O)OC(C)(C)C)CC1=CC=C(C=C1)OC)OC(=O)NNCC1=CC=NO1